4,6-dimethyl-2,4,6-tris-(4-hydroxyphenyl)-hept-2-ene CC(C=C(C)C1=CC=C(C=C1)O)(CC(C)(C1=CC=C(C=C1)O)C)C1=CC=C(C=C1)O